3-chloro-2-hydroxypropyl-stearyldimethylammonium chloride [Cl-].ClCC(C[N+](C)(C)CCCCCCCCCCCCCCCCCC)O